isobutyl-(isopropyl)-dimethoxysilane C(C(C)C)[Si](OC)(OC)C(C)C